dipotassium α-ketoglutarate O=C(C(=O)[O-])CCC(=O)[O-].[K+].[K+]